O1CCC2=C1C=C(C=C2)C(C)N2CCN(CC2)C2=NC=C(C=N2)S(=O)(=NC)C (2-(4-(1-(2,3-dihydrobenzofuran-6-yl)ethyl)piperazin-1-yl)pyrimidin-5-yl)(methyl)(methylimino)-λ6-sulfanone